F[Sb-](F)(F)(F)(F)F.C(C)(C)(C)C1=CC=C(C=C1)[I+]C1=CC=C(C=C1)C(C)(C)C bis(4-tert-butylphenyl)iodonium hexafluoroantimonate